ClC1=C(C=C(OCCCO)C=C1)F 3-(4-chloro-3-fluorophenoxy)propan-1-ol